ClC1=CC2=C(NCCO2)C=C1 7-chloro-3,4-dihydro-2H-1,4-benzoxazine